C(CCCCCCC\C=C/C\C=C/CCCCC)OCCCCN 2-((((9Z,12Z)-octadeca-9,12-dien-1-yl)oxy)ethyl)ethan-1-amine